C(C)(C)N1N2C(C3=CC(=C(C=C3C1)OS(=O)(=O)C(F)(F)F)OC)=CC(C(=C2)C(=O)[O-])=O 6-isopropyl-10-methoxy-2-oxo-9-(((trifluoromethyl)sulfonyl)oxy)-6,7-dihydro-2H-pyrido[2,1-a]phthalazine-3-formate